O1CCNCC12CCN(CC2)C(=O)[O-] 1-oxa-4,9-diazaspiro[5.5]undecane-9-carboxylate